N-(3,5-dimethoxyphenyl)-5-((3,5-dimethyl-1H-pyrazol-1-yl)methyl)thiophene-2-carboxamide COC=1C=C(C=C(C1)OC)NC(=O)C=1SC(=CC1)CN1N=C(C=C1C)C